Diethyl-nitrosoamine C(C)N(N=O)CC